N-(5-bromo-3-(6-fluoropyridin-3-yl)quinoxalin-6-yl)-2-chloro-6-fluoro-N-methylbenzamide BrC1=C2N=C(C=NC2=CC=C1N(C(C1=C(C=CC=C1F)Cl)=O)C)C=1C=NC(=CC1)F